C(C)(C)(C)N1C[C@H](CCC1)C=1NC2=C(C(=NC=3C=C(C=CC23)C2=NNC=C2)N)N1 tert-butyl-(S)-3-(4-amino-7-(1H-pyrazol-3-yl)-1H-imidazo[4,5-c]quinolin-2-yl)piperidine